FC1=C(C=CC=C1)NC(C1=CC=C(C=C1)C1=NOC(=N1)C(F)(F)F)=O N-(2-fluorophenyl)-4-[5-(trifluoro-methyl)-1,2,4-oxadiazol-3-yl]benzamide